C1=CC=CC=2C3=CC=CC=C3C(C12)COC(=O)N[C@@H](C)C(=O)N1C(OC[C@H]1C(=O)O)(C)C (S)-3-((((9H-fluoren-9-yl)methoxy)carbonyl)-L-alanyl)-2,2-dimethyloxazolidine-4-carboxylic acid